1-(4-chloro-6-methylpyrimidin-2-yl)-3-(4-phenoxyphenyl)urea ClC1=NC(=NC(=C1)C)NC(=O)NC1=CC=C(C=C1)OC1=CC=CC=C1